C(CCC)OC1=CC(=CC=C1)\C=C\C\C=C/CC 1-butoxy-3-((1E,4Z)-hepta-1,4-dien-1-yl)benzene